8-(2-chloro-4-(2-(piperazin-1-yl)ethoxy)phenyl)-6-(1-methyl-cyclopropoxy)-9-(1-(pyridin-2-yl)propan-2-yl)-9H-purine ClC1=C(C=CC(=C1)OCCN1CCNCC1)C=1N(C2=NC=NC(=C2N1)OC1(CC1)C)C(CC1=NC=CC=C1)C